C(C)C(CC)(C(CC(C(CC)(CC)CC)=O)=O)CC 3,3,7,7-tetraethyl-nonane-4,6-dione